10-phenyl-34-(piperidine-1-carbonyl)-1,4,7,10,13,16,19,22,25,28,31-undecazacyclotetratriacontane-2,5,8,11,14,17,20,23,26,29,32-undecone C1(=CC=CC=C1)N1CC(NCC(NCC(NC(CC(NCC(NCC(NCC(NCC(NCC(NCC(NCC1=O)=O)=O)=O)=O)=O)=O)=O)C(=O)N1CCCCC1)=O)=O)=O